6'-(((1S,3S)-3-((5-(2,2-difluorocyclopropyl)pyrimidin-2-yl)amino)cyclopentyl)amino)-2H-[1,3'-bipyridyl]-2-one FC1(C(C1)C=1C=NC(=NC1)N[C@@H]1C[C@H](CC1)NC1=CC=C(C=N1)N1C(C=CC=C1)=O)F